COC(=O)N1CC(=CC1)C=1C=C(C=NC1)C1=CC(=NC=C1)C=1NC(=C(N1)C)C Methyl-3-(2'-(4,5-dimethyl-1H-imidazol-2-yl)-3,4'-bipyridin-5-yl)-2,5-dihydro-1H-pyrrole-1-carboxylat